3-(1,3-thiazol-4-yl)-1,3,5-triazinane-2,4,6-trione S1C=NC(=C1)N1C(NC(NC1=O)=O)=O